ClC=1C=C(C=CC1Cl)NNC(=O)C1(CC1)NC(=O)C=1C(=NN(C1)C)C(F)F N-(1-(2-(3,4-dichlorophenyl)hydrazine-1-carbonyl)cyclopropyl)-3-(difluoromethyl)-1-methyl-1H-pyrazole-4-carboxamide